stearyl-propyleneglycol phosphate P(=O)(O)(O)O.C(CCCCCCCCCCCCCCCCC)C(C(C)O)O